4-chloro-2-(5-chloro-2-fluorophenyl)-6,7-dihydro-5H-cyclopenta[b]pyridine ClC1=C2C(=NC(=C1)C1=C(C=CC(=C1)Cl)F)CCC2